3-(5-(2-fluoro-4-formylphenyl)pyrimidin-2-yl)-N-((3-(1,1,1-trifluoro-2-methylpropan-2-yl)-1H-1,2,4-triazol-5-yl)methyl)isoxazole-5-carboxamide FC1=C(C=CC(=C1)C=O)C=1C=NC(=NC1)C1=NOC(=C1)C(=O)NCC1=NC(=NN1)C(C(F)(F)F)(C)C